1-[[4-[[4-[[2-(6-methyl-2-pyridyl)pyrimidin-4-yl]amino]pyrimidin-2-yl]amino]phenyl]methyl]-N-[rac-(3R)-pyrrolidin-3-yl]piperidine-3-carboxamide CC1=CC=CC(=N1)C1=NC=CC(=N1)NC1=NC(=NC=C1)NC1=CC=C(C=C1)CN1CC(CCC1)C(=O)N[C@H]1CNCC1 |r|